tri(2,4-di-tertiary butyl phenyl) phosphite P(OC1=C(C=C(C=C1)C(C)(C)C)C(C)(C)C)(OC1=C(C=C(C=C1)C(C)(C)C)C(C)(C)C)OC1=C(C=C(C=C1)C(C)(C)C)C(C)(C)C